Propan-2-ol methanesulfonate CS(=O)(=O)OC(C)C